ethyl 2-cyclopropyl-6-[3-(difluoromethyl)azetidin-1-yl]pyrimidine-4-carboxylate C1(CC1)C1=NC(=CC(=N1)C(=O)OCC)N1CC(C1)C(F)F